C[NH+]1CC[C@@H]([C@@H](C1)O)C2=C(C=C(C3=C2OC(=CC3=O)C4=CC=CC=C4Cl)O)O The molecule is an ammonium ion resulting from the protonation of the amino group of alvocidib. It is a conjugate acid of an alvocidib.